C[C@]1([C@@H]2C[C@@H](C2(C)C)CC1=O)O (1R,2R,5R)-(+)-2-Hydroxy-3-Pinanone